FC(C(C(C(F)(F)F)(F)F)(F)F)(S(=O)(=O)OCC(F)(F)F)F trifluoroethyl perfluorobutylsulfonate